OCCN1CCN(CC1)CCNC=C1C(COCC1=O)=O 4-(((2-(4-(2-hydroxyethyl)piperazin-1-yl)ethyl)amino)methylene)-2H-pyran-3,5(4H,6H)-dione